C(=O)C1=C(C(=O)OC(C)C)C=CC=C1 Isopropyl 2-formylbenzoate